NC1=C(C=CC(=C1F)NCC1=CC=C(C=C1)C(F)(F)F)NC([C@H]([C@@H](CCCCCCC)F)F)=O (2R,3R)-N-(2-amino-3-fluoro-4-((4-(trifluoromethyl)benzyl)amino)phenyl)-2,3-difluorodecanamide